N(=NCCC(CCC)C)CCC(CCC)C azobis(3-methylhexane)